C(#N)C1=C(SC2=C1C(=NC=C2F)C=2C1=C(C=3C=NC(=NC3C2F)N2C[C@H]([C@H](C2)F)N(C)C)COC1)NC(OC(C)(C)C)=O tert-Butyl (3-cyano-4-(3-((3R,4S)-3-(dimethylamino)-4-fluoropyrrolidin-1-yl)-5-fluoro-7,9-dihydrofuro[3,4-f]quinazolin-6-yl)-7-fluorothieno[3,2-c]pyridin-2-yl)carbamate